C(#N)C[C@@H]1CCC2=CC=3CCCC3C(=C12)NC(=O)N=[S@](=O)(N)C=1C=NN2C1OCCC2 (R)-N'-(((S)-3-(cyanomethyl)-1,2,3,5,6,7-hexahydro-s-indacen-4-yl)carbamoyl)-6,7-dihydro-5H-pyrazolo[5,1-b][1,3]oxazine-3-sulfonimidamide